5-amino-6-iodopyridinecarbonitrile 1,2-Diphenylethyl-((S)-1-(((S)-1-hydroxy-3-((S)-2-oxopyrrolidin-3-yl)propan-2-yl)amino)-4-methyl-1-oxopentan-2-yl)carbamate C1(=CC=CC=C1)C(CC1=CC=CC=C1)N(C(O)=O)[C@H](C(=O)N[C@H](CO)C[C@H]1C(NCC1)=O)CC(C)C.NC=1C=CC(=NC1I)C#N